3,7-di(1H-indazol-5-yl)-10-(2-(2-morpholinoethoxy)ethyl)-10H-phenoxazine N1N=CC2=CC(=CC=C12)C=1C=CC=2N(C3=CC=C(C=C3OC2C1)C=1C=C2C=NNC2=CC1)CCOCCN1CCOCC1